4-(4-(trifluoromethyl)phenyl)piperazine-1-carboxylic acid tert-butyl ester C(C)(C)(C)OC(=O)N1CCN(CC1)C1=CC=C(C=C1)C(F)(F)F